ClC=1C=CC(=NC1)[C@@]1(OC2=C(O1)C=CC=C2C2CCN(CC2)CC2=NC1=C(N2C(C)C)C=C(C=C1OC)C(=O)O)C (S)-2-((4-(2-(5-Chloropyridin-2-yl)-2-methylbenzo[d][1,3]dioxol-4-yl)piperidin-1-yl)methyl)-1-isopropyl-4-methoxy-1H-benzo[d]imidazole-6-carboxylic acid